ammonium furandiol O1C(=C(C=C1)O)O.[NH4+]